Cl.CC(CCN)C=C 3-methylpent-4-en-1-amine hydrochloride